Ethyl 2-(2,4-difluorophenyl)-6,7-dihydro-5H-pyrazolo[5,1-b][1,3]oxazine-3-carboxylate FC1=C(C=CC(=C1)F)C1=NN2C(OCCC2)=C1C(=O)OCC